CN1C=C(C2=CC=CC=C12)C1=CC(CCC1)=O 3-(1-methyl-indol-3-yl)cyclohex-2-enone